5-carbamoyl-4-methylthiophene-3-carboxylic acid ethyl ester C(C)OC(=O)C1=CSC(=C1C)C(N)=O